3-acetoxy-5-(N-(2-morpholinoethyl)methylsulfonylamino)benzoic acid C(C)(=O)OC=1C=C(C(=O)O)C=C(C1)N(CCN1CCOCC1)S(=O)(=O)C